BrC1=C(C=C(C=C1)OC)NC(=S)C1CC1 N-(2-bromo-5-methoxyphenyl)cyclopropanethioamide